Tantalum disilicide [Si]=[Ta]=[Si]